ClC1=NC=C(C(=N1)NC(CC)CCC)C 2-chloro-N-(hex-3-yl)-5-methylpyrimidin-4-amine